CC1=CC=C(C=N1)C=1C=CC=C2C=NC=NC12 8-(6-methylpyridin-3-yl)quinazolin